N-propyl-1,2-ethanediamine C(CC)NCCN